C(=O)(O)C=1C=C(C=CC1)CNC(=O)C1=CC(=C(C=C1O)CC(=O)O)O (4-(3-carboxyphenylmethylaminocarbonyl)-2,5-dihydroxyphenyl)acetic acid